cyclopropylcarbonyl-methyl-benzothiazole C1(CC1)C(=O)C1=CC=CC2=C1N=C(S2)C